FC=1C=C(C=2CCCC(C2C1)=O)C#N 3-fluoro-5-oxo-7,8-dihydro-6H-naphthalene-1-carbonitrile